N-(3-(6-((1-acetyl-piperidin-4-yl)ethyn-yl)-5-morpholino-pyridin-3-yl)-4-methylphenyl)-2-(trifluoromethyl)-isonicotinamide C(C)(=O)N1CCC(CC1)C#CC1=C(C=C(C=N1)C=1C=C(C=CC1C)NC(C1=CC(=NC=C1)C(F)(F)F)=O)N1CCOCC1